FC(C(C)N1C[C@H](N(CC1)CC1=C2C=CN(C2=C(C=C1OC)C)C(=O)OC(C)(C)C)C1=CC=C(C=C1)C(=O)OC)F tert-Butyl 4-(((2R)-4-(1,1-difluoropropan-2-yl)-2-(4-(methoxycarbonyl)phenyl)piperazin-1-yl)methyl)-5-methoxy-7-methyl-1H-indole-1-carboxylate